C1(CCCCC1)NC(CN1S(C2=C(C3=C1C=CC(=C3)OCCN(C)C)C=CC=C2)(=O)=O)=O N-Cyclohexyl-2-[9-[2-(dimethylamino)ethoxy]-5,5-dioxido-6H-dibenzo[c,e][1,2]thiazin-6-yl]acetamide